NC=1C=C(C(=NC1)C1CCC(CC1)(F)F)CO [5-amino-2-(4,4-difluorocyclohexyl)pyridin-3-yl]methanol